Cl.CNC1=CC=C(C=C1)N1C(C(=CC2=CC=C(C=C12)C(F)(F)F)C(=O)O)=O 1-(4-(methylamino)phenyl)-2-oxo-7-(trifluoromethyl)-1,2-dihydroquinoline-3-carboxylate hydrochloride